1-(4-Bromo-2-methyl-1-((2-(trimethylsilyl)ethoxy)methyl)-1H-imidazol-5-yl)ethane BrC=1N=C(N(C1CC)COCC[Si](C)(C)C)C